CCCCCCCCCCCCCCCCOC[C@H](COP(=O)(O)OCCNC1[C@@H]([C@H]([C@@H]([C@H](O1)CO)O[C@H]2[C@@H]([C@H]([C@@H]([C@H](O2)CO)O[C@H]3[C@H]([C@H]([C@@H]([C@H](O3)CO[C@@H]4[C@H]([C@H]([C@@H]([C@H](O4)CO)O)O)O[C@H]5[C@@H]([C@H]([C@@H]([C@H](O5)CO)O[C@H]6[C@@H]([C@H]([C@H]([C@H](O6)CO)O)O)O)O)NC(=O)C)O)O[C@@H]7[C@H]([C@H]([C@@H]([C@H](O7)CO)O)O)O[C@H]8[C@@H]([C@H]([C@@H]([C@H](O8)CO)O[C@H]9[C@@H]([C@H]([C@H]([C@H](O9)CO)O)O)O)O)NC(=O)C)O)O)NC(=O)C)O)NC(=O)C)OCCCCCCCCCCCCCCCC The molecule is an N-glycosylated dialkylglycerophosphoethanolamine in which the alkyl groups are hexadecyl, the glycerol core has sn stereochemistry and the phosphoethanolamine unit is at position 3 and substituted on nitrogen with the branched nonasaccharide beta-D-Gal-(1->4)-beta-D-GlcNAc-(1->2)-alpha-D-Man-(1->3)-[beta-D-Gal-(1->4)-beta-D-GlcNAc-(1->2)-alpha-D-Man-(1->6)]-beta-D-Man-(1->4)-beta-D-GlcNAc-(1->4)-D-GlcNAc. It derives from a 1,2-dihexadecyl-sn-glycero-3-phosphoethanolamine.